C(C)(C)(C)OC(=O)N1CCC2(CC1)COC=1C2=NC=C(C1)N 6-Amino-2H-spiro[furo[3,2-b]pyridine-3,4'-piperidin]-1'-carboxylic acid tert-butyl ester